N[C@@H](CCC(=O)N)C(NO)=O (4S)-4-amino-4-(hydroxycarbamoyl)butanamide